C(C=C)(=O)N1CC(C1)C(=O)N1[C@H]2CN([C@@H](C1)C2)C2=CC=C(C=N2)C=2C=C(C=1N(C2)N=CC1C#N)OC 6-(6-((1R,4R)-5-(1-acryloylazetidine-3-carbonyl)-2,5-diazabicyclo[2.2.1]heptan-2-yl)pyridin-3-yl)-4-methoxypyrazolo[1,5-a]pyridine-3-carbonitrile